4'-hydroxyl-biphenyl-4-carboxylic acid OC1=CC=C(C=C1)C1=CC=C(C=C1)C(=O)O